CC1CCN(CC1)C(CC1=CC=C(C=C1)NC(OCC1=CC=C(C=C1)Cl)=O)=O 4-chlorobenzyl (4-(2-(4-methylpiperidin-1-yl)-2-oxoethyl)phenyl)carbamate